(R)-3-(5-(difluoromethyl)-1,3,4-thiadiazol-2-yl)-8-(3-(hydroxymethyl)piperazin-1-yl)-N-(3-methyloxetan-3-yl)imidazo[1,5-a]pyridine-6-sulfonamide FC(C1=NN=C(S1)C1=NC=C2N1C=C(C=C2N2C[C@@H](NCC2)CO)S(=O)(=O)NC2(COC2)C)F